3-((tert-butoxycarbonyl)amino)-4-fluoro-8-((triisopropylsilyl)ethynyl)naphthalene-1-yl trifluoromethanesulfonate FC(S(=O)(=O)OC1=CC(=C(C2=CC=CC(=C12)C#C[Si](C(C)C)(C(C)C)C(C)C)F)NC(=O)OC(C)(C)C)(F)F